7-(6-fluoro-5-(2-fluoro-6-methylphenyl)-1H-indazol-3-yl)-2,5-dimethyl-1,2,3,4-Tetrahydroisoquinoline FC1=C(C=C2C(=NNC2=C1)C1=CC(=C2CCN(CC2=C1)C)C)C1=C(C=CC=C1C)F